NC1=NN(C=C1C(=O)N)C1COCCC1C#N 3-amino-1-(4-cyanotetrahydropyran-3-yl)pyrazole-4-carboxamide